C(C)N(CC)[SiH2]N([SiH3])[SiH3] (diethylaminosilyl)bis(silyl)amine